NC1=NC=CC=C1C1=NC=2C(=NC(=CC2)C2=CC=CC=C2)N1C1=CC=C(C=C1)NC(=O)C1CCC(CC1)C(=O)OC methyl (1r,4r)-4-((4-(2-(2-aminopyridin-3-yl)-5-phenyl-3H-imidazo[4,5-b]pyridin-3-yl)phenyl)carbamoyl)cyclohexane-1-carboxylate